ethyl (S)-2-amino-3-(2-bromo-5-vinylthiazol-4-yl)propanoate N[C@H](C(=O)OCC)CC=1N=C(SC1C=C)Br